7-octyl-boric acid CCCCCCC(C)OB(O)O